dimethyl sulfoxide Borate B(O)(O)O.CS(=O)C